3-(6-(4-(piperidin-4-ylmethyl)piperazin-1-yl)pyridin-3-yl)piperidine N1CCC(CC1)CN1CCN(CC1)C1=CC=C(C=N1)C1CNCCC1